mono(2-ethylhexyl) 2-ethylhexyl phosphate P(=O)(OCC(CCCC)CC)(OCC(CCCC)CC)[O-]